1-(4-{4-[(5RS)-5-(2,6-difluorophenyl)-4,5-dihydro-1,2-oxazol-3-yl]-1,3-thiazol-2-yl}-1-piperidinyl)-2-[5-methyl-3-(trifluoromethyl)-1H-pyrazol-1-yl]ethanone FC1=C(C(=CC=C1)F)[C@H]1CC(=NO1)C=1N=C(SC1)C1CCN(CC1)C(CN1N=C(C=C1C)C(F)(F)F)=O |r|